(2-bromo-5-fluoro-phenyl)-4-fluoro-3-methoxy-aniline BrC1=C(C=C(C=C1)F)NC1=CC(=C(C=C1)F)OC